OP(O)OP(O)O.C(C)(C)(C)C1=C(C(=CC(=C1)C)C(C)(C)C)C(O)(C(CO)(CO)CO)CCCCCCCC(C)C 2,6-di-tert-Butyl-4-methylphenyl-isodecyl-pentaerythritol diphosphite